(R)-N-(2-(3-((6-(1H-pyrazol-4-yl)-5-(trifluoromethyl)-[1,2,4]triazolo[1,5-a]pyridin-2-yl)amino)piperidin-1-yl)benzo[d]thiazol-5-yl)acrylamide N1N=CC(=C1)C=1C=CC=2N(C1C(F)(F)F)N=C(N2)N[C@H]2CN(CCC2)C=2SC1=C(N2)C=C(C=C1)NC(C=C)=O